FC(C1=CC=CC(=N1)C1=NC(=NO1)[C@@H]1CC12CCN(CC2)S(=O)(=O)N)(F)F (1R)-1-{5-[6-(Trifluoromethyl)pyridin-2-yl]-1,2,4-oxadiazol-3-yl}-6-azaspiro[2.5]octan-6-sulfonamid